ethyl cis-2-(1-bromoimidazo[1,5-a]pyridin-3-yl)cyclopropane-1-carboxylate BrC=1N=C(N2C1C=CC=C2)[C@@H]2[C@@H](C2)C(=O)OCC